N(=[N+]=[N-])C(C(=O)N)C1=CC=C(C=C1)OC α-azido-4-Methoxyphenylacetic Amide